Diethyl (1RS,3aSR,6aSR)-5-(4-methoxyphenyl)-4,6-dioxo-1-phenyl-1,3a,4,5,6,6a-hexahydropyrrolo[3,4-c]pyrrole-1-phosphonate COC1=CC=C(C=C1)N1C([C@@H]2[C@H](C1=O)C=N[C@]2(P(OCC)(=O)OCC)C2=CC=CC=C2)=O |r|